C(C)(C)N1N=CC=C1C(=O)N[C@H](C(NC1=NC=CC(=C1)O[C@@H]1C(N[C@@H](C1)C(F)(F)F)=O)=O)C1CCC(CC1)C 1-isopropyl-N-((S)-1-((1r,4S)-4-methylcyclohexyl)-2-oxo-2-((4-(((3S,5S)-2-oxo-5-(trifluoromethyl)pyrrolidin-3-yl)oxy)pyridin-2-yl)amino)ethyl)-1H-pyrazole-5-carboxamide